4-[(7-Cyclobutyl-2-{[(2R,7aS)-2-fluorotetrahydro-1H-pyrrolizin-7a(5H)-yl]methoxy}-6-[8-methyl-3,8-diazabicyclo[3.2.1]octan-3-yl]-7H-purin-8-yl)oxy]-5-ethynyl-6-fluoronaphthalen-2-ol C1(CCC1)N1C(=NC2=NC(=NC(=C12)N1CC2CCC(C1)N2C)OC[C@]21CCCN1C[C@@H](C2)F)OC2=CC(=CC1=CC=C(C(=C21)C#C)F)O